2-(4-((1,1,1,3,3,3-hexafluoro-2-(trifluoromethyl)propane-2-yl)oxy)phenyl)-2,5,5-trimethylpyrrolidine FC(C(C(F)(F)F)(C(F)(F)F)OC1=CC=C(C=C1)C1(NC(CC1)(C)C)C)(F)F